tert-Butyl N-[(2Z)-4-hydroxy-2-methylbut-2-en-1-yl]carbamate OC\C=C(/CNC(OC(C)(C)C)=O)\C